trans-4-(trifluoromethyl)cyclohexyl ((R)-(((2R,3S,4R,5S)-5-(4-aminopyrrolo[2,1-f][1,2,4]triazin-7-yl)-2-cyano-3,4-dihydroxytetrahydrofuran-2-yl)methoxy)(phenoxy)phosphoryl)-L-alaninate NC1=NC=NN2C1=CC=C2[C@H]2[C@@H]([C@@H]([C@@](O2)(C#N)CO[P@@](=O)(OC2=CC=CC=C2)N[C@@H](C)C(=O)O[C@@H]2CC[C@H](CC2)C(F)(F)F)O)O